OCCCC1=CN(C2=CC=C(C=C12)N1N=C(C=C1C)C(=O)N)CC1=CC=C(C=C1)C1=CC=C(C=C1)S(=O)(=O)C 1-(3-(3-Hydroxypropyl)-1-((4'-(methylsulfonyl)-[1,1'-biphenyl]-4-yl)methyl)-1H-indol-5-yl)-5-methyl-1H-pyrazol-3-carboxamid